Methyllaurate COC(CCCCCCCCCCC)=O